3-(1H-Benzo[d]imidazol-5-yl)-4-(4-(3-(dimethylamino)propyl)phenyl)oxazolidin-2-on N1C=NC2=C1C=CC(=C2)N2C(OCC2C2=CC=C(C=C2)CCCN(C)C)=O